O[C@@H]1[C@H]2[C@@H]([C@H]([C@@H](C1)O2)C(=O)NC2=CC(=C(C=C2)C)C(F)(F)F)C=2C(=NN(C2)C(C)C)C(F)(F)F |r| rac-(1r,2r,3s,4r,5s)-5-hydroxy-3-(1-isopropyl-3-(trifluoromethyl)-1H-pyrazol-4-yl)-N-(4-methyl-3-(trifluoromethyl)phenyl)-7-oxabicyclo[2.2.1]heptane-2-carboxamide